FC1=C(C=C(/C=C/B2OC(C(O2)(C)C)(C)C)C=C1)OC (E)-2-(4-fluoro-3-methoxystyryl)-4,4,5,5-tetramethyl-1,3,2-dioxaborolane